ethyl 5-acetyl-1-methyl-2-oxo-spiro[indoline-3,4'-tetrahydropyran]-6-carboxylate C(C)(=O)C=1C=C2C(=CC1C(=O)OCC)N(C(C21CCOCC1)=O)C